2-(4-bromo-3-fluoro-5-methylphenyl)piperidine BrC1=C(C=C(C=C1C)C1NCCCC1)F